5,10,15,20-tetrakis(2,3,4,5,6-pentafluorophenyl)porphyrin platinum [Pt].FC1=C(C(=C(C(=C1F)F)F)F)C=1C2=CC=C(N2)C(=C2C=CC(C(=C3C=CC(=C(C=4C=CC1N4)C4=C(C(=C(C(=C4F)F)F)F)F)N3)C3=C(C(=C(C(=C3F)F)F)F)F)=N2)C2=C(C(=C(C(=C2F)F)F)F)F